C[C@H]1N(C[C@@H](N(C1)C(C(=O)NC=1C2=C(C(=NC1)NC1OCCCC1)C=NN2C2OCCCC2)=O)C2=CC=CC=C2)C(C(C)(C)C)=O 2-((2S,5R)-5-methyl-2-phenyl-4-pivaloylpiperazin-1-yl)-2-oxo-N-(1-(tetrahydro-2H-pyran-2-yl)-4-((tetrahydro-2H-pyran-2-yl)amino)-1H-pyrazolo[4,3-c]pyridin-7-yl)acetamide